N[C@H](C(=O)O)CNC(=O)C1CN(C1)CCC1=NC=2NCCCC2C=C1 (S)-2-amino-3-(1-(2-(5,6,7,8-tetrahydro-1,8-naphthyridin-2-yl)ethyl)azetidine-3-carboxamido)propionic acid